5'-(2,6-dimethylpyridin-3-yl)-3',6'-bis(3-(4-(diphenylamino)phenyl)-9H-carbazol-9-yl)-2,2'',6,6''-tetramethyl-[1,1':2',1''-terphenyl]-4'-carbonitrile CC1=NC(=CC=C1C1=C(C(=C(C(=C1N1C2=CC=CC=C2C=2C=C(C=CC12)C1=CC=C(C=C1)N(C1=CC=CC=C1)C1=CC=CC=C1)C1=C(C=CC=C1C)C)C1=C(C=CC=C1C)C)N1C2=CC=CC=C2C=2C=C(C=CC12)C1=CC=C(C=C1)N(C1=CC=CC=C1)C1=CC=CC=C1)C#N)C